C(C)C=1NC(=C(C(C1C(=O)O)(C)C)C(=O)O)CC 1,4-dihydro-2,6-Diethyl-dimethyl-3,5-pyridinedicarboxylic acid